Ethyl 1-(6-chloropyridin-2-yl)-5-(trifluoromethyl)-1H-pyrazole-4-carboxylate ClC1=CC=CC(=N1)N1N=CC(=C1C(F)(F)F)C(=O)OCC